BrC=1C=C(C(=O)O)C=C(C1)OC1C(C1)(Cl)Cl 3-bromo-5-[(2,2-dichlorocyclopropyl)oxy]benzoic acid